C1(CC1)C1=CC(=CC(=N1)N1C=NC2=C(C1=O)NC(=C2)C(F)F)C2=C(C=C(C=C2)F)C2=NN=CN2C 3-[6-cyclopropyl-4-[4-fluoro-2-(4-methyl-1,2,4-triazol-3-yl)phenyl]-pyridin-2-yl]-6-(difluoromethyl)-5H-pyrrolo[3,2-d]pyrimidin-4-one